(S)-4-(4-(5-chloro-4-((4,4-difluoro-tetrahydro-2H-pyran-3-yl)methylamino)-6-oxopyridazin-1(6H)-yl)piperidin-1-ylsulfonyl)benzonitrile ClC1=C(C=NN(C1=O)C1CCN(CC1)S(=O)(=O)C1=CC=C(C#N)C=C1)NC[C@H]1COCCC1(F)F